N-(4-chloro-3-((3,3-difluorocyclobutyl)methoxy)phenyl)acetamide ClC1=C(C=C(C=C1)NC(C)=O)OCC1CC(C1)(F)F